11-cyclopropyl-4-methyl-5,11-dihydro-6H-dipyrido[3,2-b:2',3'-e][1,4]diazepin-6-one C1(CC1)N1C2=C(NC(C3=C1N=CC=C3)=O)C(=CC=N2)C